FC(C(=O)O)(F)F.NC1=NC=CC(=C1F)CC=1C=2N(C(=C(C1)C(=O)N)NC1=C(C=C(C=C1)I)F)C=NC2 8-[(2-amino-3-fluoropyridin-4-yl)methyl]-5-(2-fluoro-4-iodoanilino)imidazo[1,5-a]Pyridine-6-carboxamide trifluoroacetate salt